ClC1=NC=2C=CC=CC2C=2N1N=C(N2)C2=C(C=CC=C2)Cl 5-chloro-2-(2-chlorophenyl)[1,2,4]triazolo[1,5-c]quinazoline